COC[C@H](C(N[C@@H](CCCC1=CC=CC=C1)B1OC(C(O1)(C)C)(C)C)=O)NC(OC(C)(C)C)=O tert-butyl ((R)-3-methoxy-1-oxo-1-(((R)-4-phenyl-1-(4,4,5,5-tetramethyl-1,3,2-dioxaborolan-2-yl)butyl)amino)propan-2-yl)carbamate